4-iodopentyl propyloxymethyl ether C(CC)OCOCCCC(C)I